C1(CC1)CN[C@H]1CN(CCC1)C=1C=NC(=CC1)C1(COC1)N1N=NC(=C1)C1=NC(=CN=C1)N1CCCC1 (R)-N-(cyclopropylmethyl)-1-(6-(3-(4-(6-(pyrrolidin-1-yl)pyrazin-2-yl)-1H-1,2,3-triazol-1-yl)oxetan-3-yl)pyridin-3-yl)piperidin-3-amine